2-acetyl-1-(p-tolyl)pyridinium C(C)(=O)C1=[N+](C=CC=C1)C1=CC=C(C=C1)C